4-bromo-tetrahydroisoquinoline BrC1CNCC2=CC=CC=C12